tert-butyl 8-methyl-4-(2-methylsulfanyl-7-oxo-8H-pyrido[2,3-d]pyrimidin-6-yl)-2,3-dihydroquinoxaline-1-carboxylate CC=1C=CC=C2N(CCN(C12)C(=O)OC(C)(C)C)C1=CC2=C(N=C(N=C2)SC)NC1=O